4-bromo-3-(2,6-dimethylphenoxy)-1-(oxetan-3-yl)pyridin-2(1H)-one BrC1=C(C(N(C=C1)C1COC1)=O)OC1=C(C=CC=C1C)C